ClC(C1=NC(=NO1)C1=CC=C(C=C1)P(OCC)(=O)NC1=CC=C(C=C1)C)(F)F ethyl P-(4-(5-(chlorodifluoromethyl)-1,2,4-oxadiazol-3-yl)phenyl)-N-(p-tolyl)phosphonamidate